N-(2-chloro-6-methylphenyl)-2-((6-(4-((2-(2,6-dioxopiperidin-3-yl)-7-fluoro-1-oxoisoindolin-5-yl)methyl)piperazin-1-yl)-2-methylpyrimidin-4-yl)amino)thiazole-5-carboxamide ClC1=C(C(=CC=C1)C)NC(=O)C1=CN=C(S1)NC1=NC(=NC(=C1)N1CCN(CC1)CC=1C=C2CN(C(C2=C(C1)F)=O)C1C(NC(CC1)=O)=O)C